N[C@H](C(=O)OC)C=1C=NC=CC1 methyl (2S)-2-amino-2-(3-pyridyl)acetate